ClC=1C=C(C(=C(C=NC=2C=C(C(=O)O)C=CC2)C1)OC(C(C)C)=O)OC(C1=CN=CC=C1)=O 3-(5-chloro-2-(isobutyryloxy)-3-(nicotinoyloxy)benzylidene-amino)benzoic acid